N-(1-(4-Chloro-5,6-difluoropyridin-3-yl)pent-4-en-1-yl)-2-methylpropane-2-sulfinamide ClC1=C(C=NC(=C1F)F)C(CCC=C)NS(=O)C(C)(C)C